C(C)C=1C=CC=2N(C1)N=CC2C(=O)NC2=C(C=C(C(=C2)B2OC(C(O2)(C)C)(C)C)F)C 6-ethyl-N-[4-fluoro-2-methyl-5-(4,4,5,5-tetramethyl-1,3,2-dioxaborolan-2-yl)phenyl]pyrazolo[1,5-a]pyridine-3-carboxamide